[Si](C)(C)(C(C)(C)C)OCC(C)C1=C(N=NC=C1C1=CC(=NN1)C1(CC1)F)C(=C)OCC 4-{1-[(tert-butyldimethylsilyl)oxy]propan-2-yl}-3-(1-ethoxyvinyl)-5-[3-(1-Fluorocyclopropyl)-1H-pyrazol-5-yl]pyridazine